5-(((3S,4S)-4-fluoropyrrolidin-3-yl)amino)-2-methylbenzamide formate C(=O)O.F[C@@H]1[C@H](CNC1)NC=1C=CC(=C(C(=O)N)C1)C